N-(1-(3,5-dichloropyridin-2-yl)ethyl)-6-fluoro-2-(methylthio)benzo[d]thiazol-7-amine ClC=1C(=NC=C(C1)Cl)C(C)NC1=C(C=CC=2N=C(SC21)SC)F